C(C)NC(=O)C1=CC2=C(O[C@@H](CN2)[C@@H](C2=CC=CC=C2)NC[C@@H](C)C=2C=NC(=CC2)C)N=C1 |o1:22| (S)-N-ethyl-3-((R)-(((S or R)-2-(6-methylpyridin-3-yl)propyl)amino)(phenyl)methyl)-2,3-dihydro-1H-pyrido[2,3-b][1,4]oxazine-7-carboxamide